(e)-3H-1-benzazepine-4-carboxylic acid N/1=C\CC(=CC2=C1C=CC=C2)C(=O)O